Ethyl-1,3-hexandiol C(C)C(CC(CCC)O)O